1-chloro-3-(5-(difluoromethyl)-1,3,4-thiadiazol-2-yl)-N-(1-methylcyclopropyl)-8-(2-oxa-6-azaspiro[3.4]octan-6-yl)imidazo[1,5-a]pyridine-6-sulfonamide formate C(=O)O.ClC=1N=C(N2C1C(=CC(=C2)S(=O)(=O)NC2(CC2)C)N2CC1(COC1)CC2)C=2SC(=NN2)C(F)F